(6S)-5-[1-[4-(trifluoromethoxy)phenyl]cyclopropanecarbonyl]-5-azaspiro[2.4]heptane-6-carboxylic acid FC(OC1=CC=C(C=C1)C1(CC1)C(=O)N1CC2(CC2)C[C@H]1C(=O)O)(F)F